O1COC2=C1C=CC=C2C(=O)NC=2C=C(C=CC2)NC(=O)N2CCN(CC2)C2=NC=CC=N2 N-(3-(benzo[d][1,3]dioxole-4-carboxamido)phenyl)-4-(pyrimidin-2-yl)piperazine-1-carboxamide